C(CCC)OC(=O)NC(=S)NCCC N-butoxycarbonyl-N'-propylthiourea